ClC1=C(OC=2C=CC(=C(C2)S(=O)(=O)N[C@H](CO)C)O)C(=CC(=C1)N1N=C(C(NC1=O)=O)C(F)F)Cl (S)-5-(2,6-dichloro-4-(6-(difluoromethyl)-3,5-dioxo-4,5-dihydro-1,2,4-triazin-2(3H)-yl)phenoxy)-2-hydroxy-N-(1-hydroxypropan-2-yl)benzenesulfonamide